NC1=NC=2C=CC=CC2C2=C1N=C(N2CCCCN(C(OC)=O)C2CS(C2)(=O)=O)CNCC Methyl (4-(4-amino-2-((ethylamino)methyl)-1H-imidazo[4,5-c]quinolin-1-yl)butyl)(1,1-dioxidothietan-3-yl)carbamate